[3-chloro-5-fluoro-4-[1-methyl-4-(trifluoromethyl)imidazol-2-yl]phenyl]methanol ClC=1C=C(C=C(C1C=1N(C=C(N1)C(F)(F)F)C)F)CO